(1-(4,4-difluorocyclohexyl)-1H-indazol-3-yl)methanamine trifluoroacetate FC(C(=O)O)(F)F.FC1(CCC(CC1)N1N=C(C2=CC=CC=C12)CN)F